FC(C1=NC(=NO1)C1=CC=C(C=C1)CN1CCOCC1)(F)F 4-[[4-[5-(trifluoromethyl)-1,2,4-oxadiazol-3-yl]phenyl]methyl]morpholine